ClC1=CC=C(C=C1)C1=CC=C(S1)CC(=O)NCCC1=CC=C(C=C1)F 2-(5-(4-Chlorophenyl)thiophen-2-yl)-N-(4-fluorophenethyl)acetamid